N-(2,6-dimethylphenyl)-2-(ethylmethylamino)acetamide CC1=C(C(=CC=C1)C)NC(CN(C)CC)=O